(1S,2S)-2-(3-chlorophenyl)-N-(6-(((6-cyclopropyl-8-(3-oxothiomorpholino)imidazo[1,2-a]pyridin-2-yl)methyl)amino)pyrimidin-4-yl)cyclopropane-1-carboxamide ClC=1C=C(C=CC1)[C@@H]1[C@H](C1)C(=O)NC1=NC=NC(=C1)NCC=1N=C2N(C=C(C=C2N2C(CSCC2)=O)C2CC2)C1